ClC1C(N(/C(/S1)=N/C(=O)NC1=CC=C(C=C1)C1=NN(C=N1)C1=CC=C(C=C1)C(F)(F)F)C1=C(C=CC(=C1)C)OCCC(F)(F)F)=O (Z)-1-(5-chloro-3-(5-methyl-2-(3,3,3-trifluoropropoxy)phenyl)-4-oxothiazolidin-2-ylidene)-3-(4-(1-(4-(trifluoromethyl)phenyl)-1H-1,2,4-triazol-3-yl)phenyl)urea